N-(3-chloro-4-methoxyphenyl)-4-[4-(methylsulfanyl)-2-oxo-2,3-dihydro-1H-1,3-benzodiazol-1-yl]piperidine-1-carboxamide ClC=1C=C(C=CC1OC)NC(=O)N1CCC(CC1)N1C(NC2=C1C=CC=C2SC)=O